(1-benzyl-2-hydroxy-3-isobutylaminopropyl)carbamic acid tertiary butyl ester C(C)(C)(C)OC(NC(C(CNCC(C)C)O)CC1=CC=CC=C1)=O